1-(5-bromothiophen-2-yl)-1,4-dihydro-5H-tetrazol-5-one BrC1=CC=C(S1)N1N=NNC1=O